tert-butyl (E)-1-(((tert-butylsulfinyl)imino)methyl)-2-azabicyclo[2.1.1]hexane-2-carboxylate C(C)(C)(C)S(=O)\N=C\C12N(CC(C1)C2)C(=O)OC(C)(C)C